C1(CC1)C1=C2C(=C(N=CC2=C(N=C1C)N1CC2CCC(C1)N2)C2=CC(=CC1=CC=C(C(=C21)C#C)F)O)F 4-[5-cyclopropyl-8-(3,8-diazabicyclo[3.2.1]octan-3-yl)-4-fluoro-6-methyl-2,7-naphthyridin-3-yl]-5-ethynyl-6-fluoro-naphthalen-2-ol